C(C1=CC=CC=C1)OC1=NC(=CC=C1C=1C=C2CCCN(C2=CC1)C(=O)OC(C)(C)C)OCC1=CC=CC=C1 tert-butyl 6-(2,6-bis(benzyloxy) pyridin-3-yl)-3,4-dihydroquinoline-1(2H)-carboxylate